C(C)(C)(C)C=1C=C(C=C(C1O)C(C)(C)C)CCC(=O)OCC(COC(CCC1=CC(=C(C(=C1)C(C)(C)C)O)C(C)(C)C)=O)(COC(CCC1=CC(=C(C(=C1)C(C)(C)C)O)C(C)(C)C)=O)COC(CCC1=CC(=C(C(=C1)C(C)(C)C)O)C(C)(C)C)=O pentaerythritol tetrakis[β-(3,5-di-tert-butyl-4-hydroxyphenyl)propionate]